3-methylenepentan-1-ol C=C(CCO)CC